CC1=CC=C(C=C1)NC=1C(C2=CC=CC=C2C(C1)=O)=O 2-(4-methylphenylamino)-1,4-naphthoquinone